C(C)(C)C=1C(=NNC1C=1C=C(C=2N(C1)N=CN2)C)C2=NC=C(C=C2)C2CCN(CC2)C 6-(4-isopropyl-3-(5-(1-methylpiperidin-4-yl)pyridin-2-yl)-1H-pyrazol-5-yl)-8-methyl-[1,2,4]triazolo[1,5-a]pyridine